3-((4-chloro-1-methyl-1H-pyrazol-5-yl)methyl)-2-((5-fluoro-1H-1,2,3-triazol-4-yl)methyl)isoindolin-1-one ClC=1C=NN(C1CC1N(C(C2=CC=CC=C12)=O)CC=1N=NNC1F)C